2-(2-(3,4-dihydro-2H-pyran-6-yl)-5-ethyl-6-(4-(3-hydroxypicolinoyl)piperazin-1-yl)-7-oxo-[1,2,4]triazolo[1,5-a]pyrimidin-4(7H)-yl)-N-(2-methyl-4-(trifluoromethyl)phenyl)acetamide O1CCCC=C1C1=NN2C(N(C(=C(C2=O)N2CCN(CC2)C(C2=NC=CC=C2O)=O)CC)CC(=O)NC2=C(C=C(C=C2)C(F)(F)F)C)=N1